C(C1=CC=CC=C1)OC=1C=C2C(=C(NC2=CC1)C1=CC=C(C=C1)F)CCC(=O)O 3-[5-benzyloxy-2-(4-fluorophenyl)-1H-indol-3-yl]propionic acid